[2-[[(1S)-2-[(1S,2S)-2-(4-fluoro-2,6-dimethyl-phenyl)-1-methyl-propoxy]-1-methyl-2-oxo-ethyl] carbamoyl]-4-methoxy-3-pyridinyl] 2-methylpropionate CC(C(=O)OC=1C(=NC=CC1OC)C(N[C@H](C(=O)O[C@H]([C@@H](C)C1=C(C=C(C=C1C)F)C)C)C)=O)C